4-[6-(pyrrolidin-1-yl)pyridin-2-yl]Aniline tert-butyl-(3S,4R,5S)-4-amino-3-fluoro-5-methyl-piperidine-1-carboxylate C(C)(C)(C)OC(=O)N1C[C@@H]([C@@H]([C@H](C1)C)N)F.N1(CCCC1)C1=CC=CC(=N1)C1=CC=C(N)C=C1